(3aR,6aS)-2-(5-methoxy-2-methyl-4-nitrophenyl)-5-methyloctahydropyrrolo[3,4-c]pyrrole COC=1C(=CC(=C(C1)N1C[C@@H]2CN(C[C@@H]2C1)C)C)[N+](=O)[O-]